O1CCC(CC1)N1CCC(CC1)N 1-(tetrahydro-2H-pyran-4-yl)piperidin-4-amine